vinyl-1,2-butadiene C(=C)C=C=CC